Cl.N=1N2C(C=NC1)=CC(=C2)C#N pyrrolo[2,1-f][1,2,4]triazine-6-carbonitrile hydrochloride